(R)-8-(7-methyl-8-(pyridin-3-yl)imidazo[1,2-c]pyrimidin-5-yl)-8-azaspiro[4.5]decan-1-amine CC1=C(C=2N(C(=N1)N1CCC3(CCC[C@H]3N)CC1)C=CN2)C=2C=NC=CC2